C(C1=CC=CC=C1)NC(=O)C12CN(C(C1)(C2)CO)C(=O)OC(C)(C)C Tert-butyl 4-(benzylcarbamoyl)-1-(hydroxymethyl)-2-azabicyclo[2.1.1]hexane-2-carboxylate